ClC1=CC2=C(C(N(C=C2C2=CC(N(C=C2C2=CC(=CC=C2)CN2CCOCC2)C)=O)C)=O)N1S(=O)(=O)C1=CC=C(C)C=C1 2-chloro-6-methyl-4-(1-methyl-5-(3-(morpholinomethyl)phenyl)-2-oxo-1,2-dihydropyridin-4-yl)-1-tosyl-1,6-dihydro-7H-pyrrolo[2,3-c]pyridin-7-one